2,2'-dimethoxybenzophenone COC1=C(C(=O)C2=C(C=CC=C2)OC)C=CC=C1